ClC1=C(C=C2C=C(N=CC2=C1)NC(=O)C1CC12CC(C2)OCC)C2CCN(CC2)C2(COCC2F)C N-(7-chloro-6-(1-(4-fluoro-3-methyltetrahydrofuran-3-yl)piperidin-4-yl)isoquinolin-3-yl)-5-ethoxyspiro[2.3]hexane-1-carboxamide